ClC=1C=C(C=CC1)N1N=C(C=C1C1=CC(=CC=C1)OC)COC(C(=O)O)(C)C 2-([1-(3-chlorophenyl)-5-(3-methoxyphenyl)-1H-pyrazol-3-yl]methoxy)-2-methylpropanoic acid